FC(C(=O)O)(F)F.C1N(CC12CNC2)C(C)=O 1-(2,6-diazaspiro[3.3]heptan-2-yl)ethan-1-one trifluoroacetic acid salt